(12S)-8-(2-amino-7-fluoro-1,3-benzothiazol-4-yl)-7-chloro-4-(3,8-diazabicyclo[3.2.1]octan-3-yl)-12-morpholino-10-thia-1,3-diazatricyclo[7.4.1.05,14]tetradeca-3,5(14),6,8-tetraen-2-one NC=1SC2=C(N1)C(=CC=C2F)C=2C(=CC=1C(=NC(N3C[C@@H](CSC2C31)N3CCOCC3)=O)N3CC1CCC(C3)N1)Cl